COC=1C=C2C=CC(=CC2=CC1)[C@@H](C(=O)O[C@@H](C)OC(=O)OC1=C(C=CC=C1)F)C (R)-1-(((2-fluorophenoxy)carbonyl)oxy)ethyl (S)-2-(6-methoxynaphthalen-2-yl)propanoate